(1R)-N-(7-chloro-6-(trans-4-(3-methoxyazetidin-1-yl)cyclohexyl)isoquinolin-3-yl)-6-oxaspiro[2.5]octane-1-carboxamide ClC1=C(C=C2C=C(N=CC2=C1)NC(=O)[C@@H]1CC12CCOCC2)[C@@H]2CC[C@H](CC2)N2CC(C2)OC